methyl 3-aminotetrahydrofuran-3-carboxylate hydrochloride Cl.NC1(COCC1)C(=O)OC